C(C1=CC=CC=C1)SC1=CC2=CC(=CC=C2C=C1)Br 2-benzylsulfanyl-7-bromo-naphthalene